C1=CC=CC=2C3=CC=CC=C3C(C(C12)=O)=O Phenanthrene-9,10-dione